CNC=1C(=NC=NC1)N N5-methyl-pyrimidine-4,5-diamine